ClC=1C=C(C=CC1)C1=C(N=C(N1)C1=C(C=C(C=C1)Cl)Cl)C1=CC=CC=C1 5-(3-chlorophenyl)-2-(2,4-dichlorophenyl)-4-phenyl-1H-imidazole